Di-benzyl 2-[(benzyloxyphosphinyl)methyl]pentanedioate C(C1=CC=CC=C1)OP(=O)CC(C(=O)OCC1=CC=CC=C1)CCC(=O)OCC1=CC=CC=C1